[Br-].BrCCCCCC[NH+]1C(CCCC1)C 1-(6-bromohexyl)-2-methylpiperidinium bromide